N-(3-(4-(dimethylamino)piperidin-1-yl)phenyl)-4-fluoro-7-methyl-1H-indole CN(C1CCN(CC1)C=1C=C(C=CC1)N1C=CC2=C(C=CC(=C12)C)F)C